BrC=1C(NC(=C(C1)Br)C)=O 3,5-dibromo-6-methylpyridin-2(1H)-one